COC(=O)C=1N=COC1C1=CC(=NN1C)C.Cl.NCC(=O)C1=CC(=NN1C)C 2-amino-1-(1,3-dimethyl-1H-pyrazol-5-yl)ethanone hydrochloride methyl-5-(1,3-dimethyl-1H-pyrazol-5-yl)-1,3-oxazole-4-carboxylate